8-((S)-methylsulfinyl)-3-(1-(2,2,3,3,3-pentafluoropropyl)-1H-pyrazol-4-yl)-2-(trifluoromethyl)-4H-pyrido[1,2-a]pyrimidin-4-one C[S@](=O)C1=CC=2N(C(C(=C(N2)C(F)(F)F)C=2C=NN(C2)CC(C(F)(F)F)(F)F)=O)C=C1